3-amino-3-({1-[(2-methylpropan-2-enoyl)oxy]prop-2-yl}carbamoyl)propionic acid NC(CC(=O)O)C(NC(COC(C(=C)C)=O)C)=O